2-[[(1R)-1-(3,6-dimethyl-2-morpholino-4-oxo-quinazolin-8-yl)ethyl]amino]benzoic acid CN1C(=NC2=C(C=C(C=C2C1=O)C)[C@@H](C)NC1=C(C(=O)O)C=CC=C1)N1CCOCC1